The molecule is a monocarboxylic acid anion arising from deprotonation of the carboxy and enol groups of 5-amino-4-chloro-2-(2-hydroxymuconoyl)pyridazin-3(2H)-one; major species at pH 7.3. It is a conjugate base of a 5-amino-4-chloro-2-(2-hydroxymuconoyl)pyridazin-3(2H)-one. C1=NN(C(=O)C(=C1N)Cl)C(=O)/C(=C/C=C/C(=O)[O-])/[O-]